2-[[4-[6-[(4-cyano-2-fluoro-phenyl)methoxy]-2-pyridyl]-2-fluoro-5-methyl-phenyl]methyl]-3-[[(2S)-oxetan-2-yl]methyl]benzimidazole-5-carboxylic acid C(#N)C1=CC(=C(C=C1)COC1=CC=CC(=N1)C1=CC(=C(C=C1C)CC=1N(C2=C(N1)C=CC(=C2)C(=O)O)C[C@H]2OCC2)F)F